N-(4,4-difluorocyclohexyl)-2-(8-(3-fluoropropyl)-3,8-diazabicyclo[3.2.1]octan-3-yl)benzo[d]thiazole-6-carboxamide FC1(CCC(CC1)NC(=O)C1=CC2=C(N=C(S2)N2CC3CCC(C2)N3CCCF)C=C1)F